5-bromo-3-(5-(2,5-difluoro-phenyl)-1,3,4-oxadiazol-2-yl)pyridin-2-amine BrC=1C=C(C(=NC1)N)C=1OC(=NN1)C1=C(C=CC(=C1)F)F